FC1=C(C(=CC=C1)OC)C=1CCCC2=C(C1C1=CC=C(C=C1)C=C1CN(C1)CCCF)C=CC(=C2)C(=O)O 8-(2-fluoro-6-methoxyphenyl)-9-(4-((1-(3-fluoropropyl)azetidin-3-ylidene)methyl)phenyl)-6,7-dihydro-5H-benzo[7]annulene-3-carboxylic acid